2-[3-(difluoromethyl)-5-fluorophenoxy]-8,8-difluorobicyclo[4.2.0]octa-1,3,5-triene-7-ol FC(C=1C=C(OC2=C3C(C(C3=CC=C2)O)(F)F)C=C(C1)F)F